Bis-(4-chlorobenzoyl) peroxid ClC1=CC=C(C(=O)OOC(C2=CC=C(C=C2)Cl)=O)C=C1